C(C)C1(CCCC1)OC(=O)C1=C2C=CC=C(C2=CC=C1)C1C2C=CC(C1)C2=O 5-(5-(1-ethylcyclopentyloxycarbonyl)naphthyl)-7-oxo-bicyclo[2.2.1]Hept-2-ene